hydrogen fluoride triethylamine salt C(C)N(CC)CC.F